N-[2-[(2,3-dihydroxypropyl)(2-hydroxyethyl)amino]ethyl]myristoleamide OC(CN(CCNC(CCCCCCC\C=C/CCCC)=O)CCO)CO